(E)-5-(2-(2,6-dicarbonylpiperidin-3-yl)-1-carbonyl Isoindolin-4-yl)pent-4-en-1-yl methanesulfonate CS(=O)(=O)OCCC\C=C\C1=C2CN(C(C2=CC=C1)=C=O)C1C(NC(CC1)=C=O)=C=O